2-(2-fluoro-4-(methylcarbamoyl)phenyl)-N-(3-(pyrrolidin-1-yl)propyl)benzo[d]imidazo[2,1-b]thiazole FC1=C(C=CC(=C1)C(NC)=O)C=1N(C2SC3=C(N2C1)C=CC=C3)CCCN3CCCC3